2-((3S,5R)-5-(2,3-dichloro-6-hydroxyphenyl)pyrrolidin-3-yl)-1-(3-(hydroxymethyl)-3-methylazetidin-1-yl)ethan-1-one ClC1=C(C(=CC=C1Cl)O)[C@H]1C[C@H](CN1)CC(=O)N1CC(C1)(C)CO